tert-Butyl N-[(3R,4R)-1-[(6S)-6-[3-amino-6-methylthieno[2,3-b]pyridine-2-amido]-5,6,7,8-tetrahydroquinolin-2-yl]-4-(fluoromethyl)pyrrolidin-3-yl]carbamate NC1=C(SC2=NC(=CC=C21)C)C(=O)N[C@@H]2CC=1C=CC(=NC1CC2)N2C[C@@H]([C@@H](C2)CF)NC(OC(C)(C)C)=O